tert-butyl 5-(10-(2-morpholinoethyl)-8-(2-(trifluoromethyl)-1H-indol-5-yl)-10H-phenoxazin-2-yl)-1H-indole-1-carboxylate O1CCN(CC1)CCN1C2=CC(=CC=C2OC=2C=CC(=CC12)C=1C=C2C=CN(C2=CC1)C(=O)OC(C)(C)C)C=1C=C2C=C(NC2=CC1)C(F)(F)F